3-methyltetrahydropyrimidin-2(1H)-one CN1C(NCCC1)=O